2-(tributylstannyl)-1,3-propanediol C(CCC)[Sn](C(CO)CO)(CCCC)CCCC